NC(C(F)F)C1=CC(=CNC1=O)C1CN(CCC1(F)F)[C@H](C(=O)NC=1SC2=C(N1)C=C1C(=C2)OC(O1)(F)F)C (2S)-2-(3-(5-(1-amino-2,2-difluoroethyl)-6-oxo-1,6-dihydropyridin-3-yl)-4,4-difluoropiperidin-1-yl)-N-(2,2-difluoro-[1,3]dioxolo[4',5':4,5]benzo[1,2-d]thiazol-6-yl)propanamide